N-(2-methoxypyridine-3-yl)imidazo[1,2-a]Pyridine-6-carboxamide trifluoroacetate salt FC(C(=O)O)(F)F.COC1=NC=CC=C1NC(=O)C=1C=CC=2N(C1)C=CN2